4-(4-bromo-2-methylbenzenesulfonyl)-6-chloro-1,5-dimethyl-1,2,3,4-tetrahydroquinoxaline BrC1=CC(=C(C=C1)S(=O)(=O)N1CCN(C2=CC=C(C(=C12)C)Cl)C)C